tert-Butyl 4-[4-[4-[[2-chloro-6-[3-[2-[1-(trifluoromethyl)cyclopropyl]ethoxy] pyrazol-1-yl]pyridine-3-carbonyl]sulfamoyl]pyrazol-1-yl]butyl]-2,2-dimethyl-pyrrolidine-1-carboxylate ClC1=NC(=CC=C1C(=O)NS(=O)(=O)C=1C=NN(C1)CCCCC1CC(N(C1)C(=O)OC(C)(C)C)(C)C)N1N=C(C=C1)OCCC1(CC1)C(F)(F)F